3-(2-(4-(hydroxymethyl)piperidin-1-yl)-5-oxo-5,7-dihydro-6H-pyrrolo[3,4-b]pyridin-6-yl)piperidine-2,6-dione OCC1CCN(CC1)C1=CC=C2C(=N1)CN(C2=O)C2C(NC(CC2)=O)=O